5,5-dibutylnorbornene C(CCC)C1(C2C=CC(C1)C2)CCCC